6H-1,3,4-thiadiazin-2-amine S1C(=NN=CC1)N